(methyl)amine hydrobromide Br.CN